C(C)OC(=O)C1=NC2=CC=CC=C2C(=C1OCC1=CC=CC=C1)Cl (phenylmethyloxy)-4-chloroquinoline-2-carboxylic acid ethyl ester